(R or S)-2-(1-cyclopropyl-2-hydroxy-2-methylpropyl)-5-fluoro-7-(2-(2,2,2-trifluoroethoxy)phenyl)isoindolin-1-one C1(CC1)[C@H](C(C)(C)O)N1C(C2=C(C=C(C=C2C1)F)C1=C(C=CC=C1)OCC(F)(F)F)=O |o1:3|